(S)-1-(2-(4-((6-methoxyquinolin-3-yl)(methyl)amino)piperidin-1-yl)acetyl)pyrrolidine-2-carbonitrile COC=1C=C2C=C(C=NC2=CC1)N(C1CCN(CC1)CC(=O)N1[C@@H](CCC1)C#N)C